1-(4-(4-(tetrahydro-1H-furo[3,4-c]pyrrol-5(3H)-yl)-2-(trifluoromethyl)benzyl)piperazine-1-carbonyl)-1H-pyrazole-3-carboxylic acid C1OCC2C1CN(C2)C2=CC(=C(CN1CCN(CC1)C(=O)N1N=C(C=C1)C(=O)O)C=C2)C(F)(F)F